C(C)(C)(C)OC(=O)N(CCN(C)CC=1C(=NN(C1)[C@@H]1OCCCC1)C1=CCN(CC1)C(=O)OCC1=CC=CC=C1)C |r| (R/S)-benzyl 4-(4-(((2-(tert-butoxycarbonyl(methyl)amino)ethyl)(methyl)amino)methyl)-1-(tetrahydro-2H-pyran-2-yl)-1H-pyrazol-3-yl)-5,6-dihydropyridine-1(2H)-carboxylate